trimethyl-nonylphenol CC=1C(=C(C(=C(C1)O)CCCCCCCCC)C)C